dimethoxysulfonyl-ethane COS(=O)(=O)C(C)S(=O)(=O)OC